Cl.O1N=CC=2CNCCC21 4,5,6,7-tetrahydroisooxazolo[4,5-c]Pyridine hydrochloride